N-Boc-4-chloro-D-phenylalanine C(=O)(OC(C)(C)C)N[C@H](CC1=CC=C(C=C1)Cl)C(=O)O